1-isopropyl-3-(2-(trichloromethyl)phenyl)-5-methyl-pyrazol-4-ol C(C)(C)N1N=C(C(=C1C)O)C1=C(C=CC=C1)C(Cl)(Cl)Cl